3-(3-oxo-3,4-dihydro-2H-pyrazino[2,3-b][1,4]thiazin-6-yl)oxazolidine-2-one O=C1NC2=C(SC1)N=CC(=N2)N2C(OCC2)=O